CC1=C2C(=NC=C1N1C(NC(CC1)=O)=O)C=CN2 1-(7-Methyl-1H-pyrrolo[3,2-b]pyridin-6-yl)dihydropyrimidine-2,4(1H,3H)-dione